4-ethyl-3-hydroxyhept-6-enoic acid C(C)C(C(CC(=O)O)O)CC=C